8-((2-chlorothiazol-5-yl)methyl)-3-(1-methoxypropan-2-yl)pyrido[2,3-d]pyrimidin-2,4(3H,8H)-dione ClC=1SC(=CN1)CN1C=CC=C2C1=NC(N(C2=O)C(COC)C)=O